(1R,3S)-3-(3-(2-(3-(benzyloxy)-2-formylphenoxy)acetamido)-1H-pyrazol-5-yl)cyclopentyl cyclobutylcarbamate C1(CCC1)NC(O[C@H]1C[C@H](CC1)C1=CC(=NN1)NC(COC1=C(C(=CC=C1)OCC1=CC=CC=C1)C=O)=O)=O